N(=[N+]=[N-])[C@@H]1[C@H]([C@@H](SC=2C(=NC=C(C2)Cl)C(NN2CCC2)=O)O[C@@H]([C@@H]1O)CO)OC 5-chloro-2-(N-azetidinylcarbamoyl)-3-pyridyl 3-azido-3-deoxy-2-O-methyl-1-thio-α-D-galactopyranoside